Tetradecyl-sodium C(CCCCCCCCCCCCC)[Na]